C(CCCCCCCCCCC)(=O)OC=1C(=CC(=CC1)CC=C)OC eugenol monolaurate